(E)-perfluoro-2,4-dimethylhept-3-ene FC(C(/C(=C(/C(C(C(F)(F)F)(F)F)(F)F)\C(F)(F)F)/F)(C(F)(F)F)F)(F)F